N(=[N+]=[N-])C1=NC(=NC=C1)N 4-azidopyrimidin-2-amine